Propionic acid, phenethyl ester C(CC)(=O)OCCC1=CC=CC=C1